FC1=C(C=C(C=C1)[C@@H]1C(=C(NC=2C[C@H](CC(C12)=O)C1=C(C=CC=C1)OC)C)C(=O)OC1CCOCC1)O tetrahydro-2H-pyran-4-yl (4S,7R)-4-(4-fluoro-3-hydroxyphenyl)-7-(2-methoxyphenyl)-2-methyl-5-oxo-1,4,5,6,7,8-hexahydroquinoline-3-carboxylate